3-tert-butyl-N-[(1R,3S)-3-{[2-(trifluoromethyl)quinolin-4-yl]amino}cyclohexyl]-1H-pyrazole-5-carboxamide C(C)(C)(C)C1=NNC(=C1)C(=O)N[C@H]1C[C@H](CCC1)NC1=CC(=NC2=CC=CC=C12)C(F)(F)F